(2R)-2-[6-(5-chloro-2-{[(2S)-1-hydroxypropan-2-yl]amino}pyrimidin-4-yl)-1-oxo-2,3-dihydro-1H-isoindol-2-yl]-N-[(S)-2-hydroxy-1-(3-methylphenyl)ethyl]propanamide ClC=1C(=NC(=NC1)N[C@H](CO)C)C1=CC=C2CN(C(C2=C1)=O)[C@@H](C(=O)N[C@H](CO)C1=CC(=CC=C1)C)C